(S)-7-(((1H-imidazol-4-yl)methoxy)methyl)-N-(5-(5-(3,3-difluoro-2-hydroxypropyl)-1,2,4-oxadiazol-3-yl)-2-methylphenyl)imidazo[1,2-a]pyridine-3-carboxamide N1C=NC(=C1)COCC1=CC=2N(C=C1)C(=CN2)C(=O)NC2=C(C=CC(=C2)C2=NOC(=N2)C[C@@H](C(F)F)O)C